NC=1N(C=CC1)C 2-amino-N-methylpyrrole